NC=1N=C(SC1C(=O)C1=CC=C(C=C1)NC(=O)C1CC1)NC1=CC=C(C=C1)F N-[4-[4-amino-2-(4-fluoroanilino)thiazole-5-carbonyl]phenyl]cyclopropanecarboxamide